1-benzyl-3-(2-(4-bromo-2-hydroxyphenyl)-2-oxoethyl)-3-hydroxyindol-2-one C(C1=CC=CC=C1)N1C(C(C2=CC=CC=C12)(O)CC(=O)C1=C(C=C(C=C1)Br)O)=O